C(C)C1=CN=C(NC1=O)C1=CC(CC1)N1CCN(CC1)C=1C=CC(=NC1F)C(=O)NC 5-(4-(3-(5-ethyl-6-oxo-1,6-dihydropyrimidin-2-yl)cyclopent-2-en-1-yl)piperazin-1-yl)-6-fluoro-N-methylpicolinamide